5-methyltetrahydro-2H-thiopyran-3-ylsulfonamide sodium salt [Na].CC1CC(CSC1)S(=O)(=O)N